2-[4-[8-[4-[4-[(1S,3R)-3-aminocyclopentanecarbonyl]piperazine-1-carbonyl]-3-chloroanilino]imidazo[1,2-a]pyrazin-3-yl]-3-(trifluoromethyl)pyrazol-1-yl]acetonitrile N[C@H]1C[C@H](CC1)C(=O)N1CCN(CC1)C(=O)C1=C(C=C(NC=2C=3N(C=CN2)C(=CN3)C=3C(=NN(C3)CC#N)C(F)(F)F)C=C1)Cl